3-bromo-6-methanesulfonyl-imidazo[1,2-a]pyridine BrC1=CN=C2N1C=C(C=C2)S(=O)(=O)C